6-bromo-2,3-dihydro-1H-indene-4-carboxaldehyde BrC=1C=C(C=2CCCC2C1)C=O